NC1=CC=CC(=N1)S(=O)(=O)NC(=O)C=1C(=NC(=CC1)C=1C=NC(=CC1)OC(C)C)OC1=C(C=C(C=C1C)C)C N-[(6-Amino-2-pyridyl)sulfonyl]-6-(6-isopropoxy-3-pyridyl)-2-(2,4,6-trimethylphenoxy)pyridin-3-carboxamid